CS(=O)(=O)O.O1CNCC2=C1C(=CC=C2)C2=CC(=C(C(=O)OC)C=C2F)N2C1COCC2CC1 Methyl 4-(3,4-dihydro-2H-1,3-benzoxazin-8-yl)-5-fluoro-2-(3-oxa-8-azabicyclo[3.2.1]octan-8-yl)benzoate methanesulfonate